4-[(2R)-3-(3,4-dihydro-1H-isoquinolin-2-yl)-2-hydroxy-propyl]-1-methyl-8-[(1-methylpyrrolidin-3-yl)methoxy]-2,3-dihydro-1,4-benzodiazepine-5-one C1N(CCC2=CC=CC=C12)C[C@H](CN1CCN(C2=C(C1=O)C=CC(=C2)OCC2CN(CC2)C)C)O